3-Bromo-7-chloro-5-methylthieno[3,2-c]pyridin-4(5H)-one BrC1=CSC2=C1C(N(C=C2Cl)C)=O